ClC1=C(C=CC=C1C1=C(C(=NC=C1)C=1C=C2CCN(CC2=C(C1)OC)CCCF)Cl)C1=CC=C(C(=N1)OC)CNC[C@@H]1CCC(N1)=O (S)-5-((((6-(2-chloro-3-(3-chloro-2-(2-(3-fluoropropyl)-8-methoxy-1,2,3,4-tetrahydroisoquinolin-6-yl)pyridin-4-yl)phenyl)-2-methoxypyridin-3-yl)methyl)amino)methyl)pyrrolidin-2-one